1-(4-(bromomethyl)phenyl)-3-(4-(4,4,5,5-tetramethyl-1,3,2-dioxaborolan-2-yl)phenyl)urea BrCC1=CC=C(C=C1)NC(=O)NC1=CC=C(C=C1)B1OC(C(O1)(C)C)(C)C